3-(2H-benzotriazol-2-yl)-5-(1,1-dimethylethyl)4-hydroxybenzene N=1N(N=C2C1C=CC=C2)C=2C=CC=C(C2O)C(C)(C)C